F[C@H]1CN(CC[C@@H]1N1N=CC(=C1)[N+](=O)[O-])C(=O)OC(C)(C)C tert-butyl (3S,4S)-3-fluoro-4-(4-nitro-1H-pyrazol-1-yl)piperidine-1-carboxylate